2-amino-5-bromo-6-methyl-1H-indole-3-carbonitrile NC=1NC2=CC(=C(C=C2C1C#N)Br)C